COC=1C=C(C=C(C1)C(F)(F)F)NC1=NC=C(C(=N1)NC1=CC=C2CCNCC2=C1)C=1C=NN(C1)CCC N2-(3-methoxy-5-(trifluoromethyl)phenyl)-5-(1-propyl-1H-pyrazol-4-yl)-N4-(1,2,3,4-tetrahydroisoquinolin-7-yl)pyrimidine-2,4-diamine